(R)-4-((1-(3-cyano-2-(4,4-difluoropiperidin-1-yl)-7-methyl-4-oxo-4H-pyrido[1,2-a]pyrimidin-9-yl)ethyl)amino)nicotinic acid C(#N)C1=C(N=C2N(C1=O)C=C(C=C2[C@@H](C)NC2=CC=NC=C2C(=O)O)C)N2CCC(CC2)(F)F